BrC1=C(\C=N\NS(=O)(=O)C2=CC=C(C=C2)C)C=C(C=C1F)F (E)-N'-(2-bromo-3,5-difluorobenzylidene)-4-methylbenzenesulfonohydrazide